[Br-].OCC[N+](CC(COC(CCCCCCC\C=C/CCCCCCCC)=O)OC(CCCCCCC\C=C/CCCCCCCC)=O)(C)C N-(2-hydroxyethyl)-N,N-dimethyl-2,3-bis(oleoyloxy)propan-1-aminium bromide